COC1=CC2=C(N(C(N2)=O)C2CCNCC2)C=C1 5-methoxy-1-(piperidin-4-yl)-2,3-dihydro-1H-1,3-benzodiazol-2-one